C(C)OC(=O)C1CC2=CC=C(C(=C2C1)Br)OCC(=O)NC 4-bromo-5-[2-(methylamino)-2-oxoethoxy]-2,3-dihydro-1H-indene-2-carboxylic acid ethyl ester